BrC1=C(C2=C(N(C=N2)COCC[Si](C)(C)C)C=C1)C 5-bromo-4-methyl-1-[[2-(trimethylsilyl)ethoxy]methyl]-1,3-benzodiazole